FC1=C(C=CC(=C1)F)C=1N(C(C2=CC(=CC(=C2C1)C(C)NC1=C(C(=O)O)C=CC=C1)C)=O)C 2-((1-(3-(2,4-difluorophenyl)-2,7-dimethyl-1-oxo-1,2-dihydroisoquinolin-5-yl)ethyl)amino)benzoic acid